1-(piperidin-4-yl)pyrrolidin-2-one N1CCC(CC1)N1C(CCC1)=O